4-(tert-butyl) 1-methyl 2-nitroterephthalate [N+](=O)([O-])C1=C(C(=O)OC)C=CC(=C1)C(=O)OC(C)(C)C